6-(Difluoromethyl)-N-(2,5-difluoro-6-methylpyridin-3-yl)-1H-pyrrolo[2,3-b]pyridin-3-sulfonamid FC(C1=CC=C2C(=N1)NC=C2S(=O)(=O)NC=2C(=NC(=C(C2)F)C)F)F